C(C)(C)(C)OC(CC1(CCN(CC1)C1=CC(=C(C=C1)[N+](=O)[O-])F)O)=O 2-[1-(3-fluoro-4-nitrophenyl)-4-hydroxy-4-piperidinyl]acetic acid tert-butyl ester